1-(7-Azaspiro[3.5]non-2-yl)-N-(5-methyl-3-(propan-2-yl)pyrazolo[1,5-a]pyrimidin-7-yl)piperidin-4-amine C1C(CC12CCNCC2)N2CCC(CC2)NC2=CC(=NC=1N2N=CC1C(C)C)C